2-(methoxypropyl)-8-fluoro-5H-benzo[d]pyrazolo[5,1-b][1,3]oxazin-5-imine COCCCC1=NN2C(OC(C3=C2C=C(C=C3)F)=N)=C1